6,6,9-Trimethyl-3-[(E)-oct-4-enyl]-6a,7,10,10a-tetrahydrobenzo[c]chromen-1-ol CC1(OC=2C=C(C=C(C2C2C1CC=C(C2)C)O)CCC\C=C\CCC)C